[N+](=O)([O-])C1=NC=CC=C1S(=O)(=O)N 2-nitropyridine-3-sulfonamide